FC1=NN(C=C1C1=C(C=2C(=NC=C3C2N(C(N3C)=O)C3CCC(CC3)(C)NC(=O)C3CC3)N1)C1=CC=C(C=C1)OC)C([2H])([2H])[2H] N-(4-(7-(3-fluoro-1-(methyl-d3)-1H-pyrazol-4-yl)-8-(4-methoxyphenyl)-3-methyl-2-oxo-3,6-dihydroimidazo[4,5-d]pyrrolo[2,3-b]pyridin-1(2H)-yl)-1-methylcyclohexyl)cyclopropanecarboxamide